NC=1OC2=C(C=CC=C2C(C1C#N)C(C#N)C#N)Br 2-(2-amino-8-bromo-3-cyano-4H-chromen-4-yl)propanedinitrile